6-bromo-3-(trifluoromethyl)-2H-indazole BrC=1C=CC2=C(NN=C2C1)C(F)(F)F